4-cyano-4-(dodecylthiocarbonyl)thiolanoic acid C(#N)C1(CC(SC1)C(=O)O)C(=S)CCCCCCCCCCCC